COC=1C=C(C=CC1OCC1=NC=C(C=C1)OC)NC=1C=C2N=C(C=NC2=CC1)N1CCOCC1 6-((3-methoxy-4-((5-methoxypyridin-2-yl)methoxy)phenyl)amino)-3-morpholino-quinoxaline